(4-((2,5-difluorophenyl)fluoromethyl)piperidin-1-yl)-3-nitrobenzonitrile FC1=C(C=C(C=C1)F)C(C1CCN(CC1)C1=C(C#N)C=CC=C1[N+](=O)[O-])F